ClCCC(=O)NCC1CCN(CC1)C1=NC(=C(N=C1)C1=CC=CC=C1)C1=CC=CC=C1 3-chloro-N-((1-(5,6-diphenylpyrazin-2-yl)piperidin-4-yl)methyl)propanamide